C(=O)O.NC1=CN=NC2=CC(=CC=C12)C=1C=C(C=CC1OCCOCCOC)B(O)O [3-(4-aminocinnolin-7-yl)-4-[2-(2-methoxyethoxy)ethoxy]phenyl]boronic acid formic acid salt